C1(CC1)C=1C(=NC(=NC1)NC=1C(=NN(C1)C1CC2CCC(C1)N2C)C)NCCCN2CCOCC(C2=O)(C)C 4-(3-((5-cyclopropyl-2-((3-methyl-1-(8-methyl-8-azabicyclo[3.2.1]octan-3-yl)-1H-pyrazol-4-yl)amino)pyrimidin-4-yl)amino)propyl)-6,6-dimethyl-1,4-oxazepan-5-one